tert-butyl (R)-3-((2-chloro-7H-pyrrolo[2,3-d]pyrimidin-4-yl)amino)piperidine-1-carboxylate ClC=1N=C(C2=C(N1)NC=C2)N[C@H]2CN(CCC2)C(=O)OC(C)(C)C